ClC=1C(=CC(=C(C1)C=1C=C(C=CC1F)C(=O)N1CCCCC1)O)C [3-(5-Chloro-2-hydroxy-4-methylphenyl)-4-fluorophenyl]-piperidin-1-ylmethanone